ClC(C(=O)N1CCOC12CCCCC2)Cl 4-(dichloro-acetyl)-1-oxa-4-azaspiro[4.5]decane